C(C)[B] Ethylboron